tert-butyl 3-(4-(4'-chloro-5'-oxo-5'H-spiro[cyclohexane-1,7'-indolo[1,2-a]quinazolin]-9'-yl)piperidin-1-yl)azetidine-1-carboxylate ClC=1C=2C(N=C3N(C2C=CC1)C1=CC=C(C=C1C31CCCCC1)C1CCN(CC1)C1CN(C1)C(=O)OC(C)(C)C)=O